2-(pyrimidin-2-ylmethoxy)isonicotinonitrile N1=C(N=CC=C1)COC=1C=C(C#N)C=CN1